3-(1-(4-methoxybenzyl)-1H-pyrazol-4-yl)pyrazin-2(1H)-one COC1=CC=C(CN2N=CC(=C2)C=2C(NC=CN2)=O)C=C1